tert-butyl (R)-(2-hydroxyethyl)((6-((3'-(5-((3-hydroxypyrrolidin-1-yl)methyl)picolinamido)-2,2'-dimethyl-[1,1'-biphenyl]-3-yl)carbamoyl)pyridin-3-yl)methyl)carbamate OCCN(C(OC(C)(C)C)=O)CC=1C=NC(=CC1)C(NC=1C(=C(C=CC1)C1=C(C(=CC=C1)NC(C1=NC=C(C=C1)CN1C[C@@H](CC1)O)=O)C)C)=O